ClC1=C(OC2=CC=CC3=C2NC(=NS3(=O)=O)NC3=NC=CC=C3F)C=CC=C1 5-(2-chlorophenoxy)-3-((3-fluoropyridin-2-yl)amino)-4H-benzo[e][1,2,4]thiadiazine 1,1-dioxide